5-chloro-7-fluoro-4-methoxy-1H-indole-2-carboxylic acid ClC=1C(=C2C=C(NC2=C(C1)F)C(=O)O)OC